1,2,4-triazin-6-carboxamide N1=NC=NC=C1C(=O)N